CC1(N=C2NC(CCC2(CC1)C)(C)C)C 3,3,6,9,9-pentamethyl-2,10-diazabicyclo-(4.4.0)dec-1-ene